6-chloro-3-(((R)-1-(2-cyano-3-(4-((R)-1-methoxyethyl)piperidin-1-yl)-7-methylquinoxalin-5-yl)ethyl)amino)picolinic acid ClC1=CC=C(C(=N1)C(=O)O)N[C@H](C)C1=C2N=C(C(=NC2=CC(=C1)C)C#N)N1CCC(CC1)[C@@H](C)OC